C1(=CC=C(C=C1)N(S(=O)(=O)C#CC1=CC=CC=C1)C)C1=CC=CC=C1 N-([1,1'-biphenyl]-4-yl)-N-methyl-2-phenylacetylene-1-sulfonamide